4-(bromomethyl)-1-methyl-2-(trifluoromethyl)benzene BrCC1=CC(=C(C=C1)C)C(F)(F)F